NC=1C=2N(C=CN1)C(=NC2C2=C(C=C(C=C2)[C@](C)(C2=CC(=CC=C2)C(F)(F)F)O)CO)[C@H]2CN1C(CC[C@@H]1CC2)=O (6R,8aS)-6-(8-amino-1-(4-((R)-1-hydroxy-1-(3-(trifluoromethyl)phenyl)ethyl)-2-(hydroxymethyl)phenyl)imidazo[1,5-a]pyrazin-3-yl)hexahydroindolizin-3(2H)-one